ClC1=C2C(=C(N=C1Cl)C1=NC(=CC=C1)OC)C=1CN(CCC1N2)C(CO)=O 1-(6,7-dichloro-9-(6-methoxypyridin-2-yl)-1,3,4,5-tetrahydro-2H-pyrrolo[3,2-c:4,5-c']dipyridin-2-yl)-2-hydroxyethan-1-one